C(C)(C)(C)OC(=O)N1CCN(CC1)C=1C=NC(=C(C1)OC)N.C(#N)C[C@H](C(NC1=CC=C2C(=CC(=NC2=C1)C(F)(F)F)C1=CC=CC=C1)=O)NC(CCCCCCCCCCCCC)=O (R)-N-(3-cyano-1-oxo-1-((4-phenyl-2-(trifluoromethyl)quinolin-7-yl)amino)propan-2-yl)tetradecanamide Tert-butyl-4-(6-amino-5-methoxypyridin-3-yl)piperazine-1-carboxylate